C1(CC1)NC1=NC(=NC(=N1)N)N 2-cyclopropylamino-4,6-diamino-1,3,5-triazine